(3R,5R)-1-{2-[1-(cyclopropylmethyl)-1H-indol-2-yl]-1-[(1,3-dimethyl-1H-pyrazol-5-yl)methyl]-7-methoxy-1H-1,3-benzodiazole-5-carbonyl}-5-fluoropiperidin-3-amine C1(CC1)CN1C(=CC2=CC=CC=C12)C1=NC2=C(N1CC1=CC(=NN1C)C)C(=CC(=C2)C(=O)N2C[C@@H](C[C@H](C2)F)N)OC